(Z)-2-(5-fluoro-1-(4-formoxy-3,5-dimethoxybenzylidene)-2-methyl-1H-inden-3-yl)-N-(furan-2-ylmethyl)acetamide FC=1C=C2C(=C(/C(/C2=CC1)=C/C1=CC(=C(C(=C1)OC)OC=O)OC)C)CC(=O)NCC=1OC=CC1